BrCC(=O)CCl 1-bromo-3-chloroacetone